BrC1=C2C=CN(C(C2=CN=C1)=O)CC=1N=C2N(C=C(C=C2)CN2CC3(C2)CC(C3)F)C1 5-bromo-2-([6-((6-fluoro-2-azaspiro[3.3]heptan-2-yl)methyl)imidazo[1,2-a]pyridin-2-yl]methyl)-1,2-dihydro-2,7-naphthyridin-1-one